N(=C=O)[C@H](C(=O)N1[C@@H]([C@H]2C([C@H]2C1)(C)C)C(=O)OC)C(C)(C)C methyl (1R,2S,5S)-3-[(2S)-2-isocyanato-3,3-dimethyl-butanoyl]-6,6-dimethyl-3-azabicyclo[3.1.0]hexane-2-carboxylate